(8-fluoro-2-methylquinolin-4-yl)methanone FC=1C=CC=C2C(=CC(=NC12)C)C=O